3-(4-methylpiperazin-1-yl)propylamine CN1CCN(CC1)CCCN